FC(C(C(C(C(I)(F)F)(F)F)(F)F)(F)F)C nonafluoroiodohexane